[I-].C[N+](C)(C)C12CC3CC(CC(C1)C3)C2 N,N,N-trimethyladamantyl-ammonium iodide